CC=1SC=CC1C(C)C 2-methyl-3-prop-2-ylthiophene